FC(/C(=N\C1=CC=CC=C1)/Cl)(F)F (1E)-2,2,2-trifluoro-N-phenyl-acetimidoyl chloride